C(C)(C)(C)OC(=O)N([C@H]1C[C@H](C[C@@H]1O)NC(OCC1=CC=CC=C1)=O)C benzyl {(1R,3S,4S)-3-[(tert-butoxycarbonyl)(methyl)amino]-4-hydroxycyclopentyl}carbamate